N4-(2-aminophenyl)-N4-methyl-N2-[(3S)-piperidin-3-yl]-5-(trifluoromethyl)pyrimidine-2,4-diamine NC1=C(C=CC=C1)N(C1=NC(=NC=C1C(F)(F)F)N[C@@H]1CNCCC1)C